N-{(1S)-1-cyano-2-[(3S)-2-oxopyrrolidin-3-yl]ethyl}-N2-{[3-(4-methoxyphenyl)-1H-pyrazol-5-yl]carbonyl}-4-methyl-L-leucinamide C(#N)[C@H](C[C@H]1C(NCC1)=O)NC([C@@H](NC(=O)C1=CC(=NN1)C1=CC=C(C=C1)OC)CC(C)(C)C)=O